[Br-].N1C=CC2=CC=CC=C12 indole bromide